C(#N)C1[C@H]2CN(C[C@@H]12)C=1N(C(C2=CC(=CC(=C2C1)C(C)NC1=C(C(=O)O)C=CC=C1)C)=O)C 2-((1-(3-((1R,5S,6r)-6-cyano-3-azabicyclo[3.1.0]hexan-3-yl)-2,7-dimethyl-1-oxo-1,2-dihydroisoquinolin-5-yl)ethyl)amino)benzoic acid